1-((3R,4S)-4-(5-fluoropyridin-3-yl)-1-(2-methoxyethyl)pyrrolidin-3-yl)-3-(2-phenyl-2,4,5,6-tetrahydrocyclopenta[c]pyrazol-3-yl)urea FC=1C=C(C=NC1)[C@@H]1[C@H](CN(C1)CCOC)NC(=O)NC1=C2C(=NN1C1=CC=CC=C1)CCC2